C(C)(C)(C)OC(=O)N1CC(C(CC1)CNC(=O)C1=NOC(=N1)C(C)(C)C)F 4-((5-(tert-butyl)-1,2,4-oxadiazole-3-carboxamido)methyl)-3-fluoropiperidine-1-carboxylic acid tert-butyl ester